FC=1C=C2C(C(=CN(C2=CC1Cl)C1=CC=C(C=C1)OC1=CC=C(C=C1)Cl)C(=O)O)=O 6-fluoro-7-chloro-4-oxo-1-(4-(4-chlorophenoxy)phenyl)-1,4-dihydroquinoline-3-carboxylic acid